3-(5-(1-(11-((4-(((R)-1-(3-Bromophenyl)ethyl)amino)-6-methoxy-2-methyl-quinazolin-7-yl)oxy)undecyl)piperidin-4-yl)-6-fluoro-1-oxoisoindolin-2-yl)piperidine-2,6-dione BrC=1C=C(C=CC1)[C@@H](C)NC1=NC(=NC2=CC(=C(C=C12)OC)OCCCCCCCCCCCN1CCC(CC1)C=1C=C2CN(C(C2=CC1F)=O)C1C(NC(CC1)=O)=O)C